N-[6-(1-hydroxy-1-methyl-ethyl)-2-(5-hydroxypentyl)indazol-5-yl]-6-(trifluoromethyl)pyridine-2-carboxamide OC(C)(C)C=1C(=CC2=CN(N=C2C1)CCCCCO)NC(=O)C1=NC(=CC=C1)C(F)(F)F